COCC(O)COC 1,3-dimethylglycerol